5,7-dichloro-3-cyclopropylpyrazolo[1,5-a]pyrimidine-2-carboxylic acid ethyl ester C(C)OC(=O)C1=NN2C(N=C(C=C2Cl)Cl)=C1C1CC1